(R)-(1-((5-amino-1-(difluoromethyl)-2-oxo-1,2-dihydropyridin-3-yl)oxy)propan-2-yl)carbamic acid tert-butyl ester C(C)(C)(C)OC(N[C@@H](COC=1C(N(C=C(C1)N)C(F)F)=O)C)=O